C(C)(=O)[O-].CC1(CC=2NC=C[NH+]2)CC(=CC=C1)C 1,3-dimethylbenzylimidazolium acetate